(E)-3-(4-((4'-(4,4,4-trifluorobutyl)-[1,1'-bi(cyclohexane)]-4-carbonyl)oxy)phenyl)acrylic acid FC(CCCC1CCC(CC1)C1CCC(CC1)C(=O)OC1=CC=C(C=C1)/C=C/C(=O)O)(F)F